(3-(methylamino)piperidin-1-yl)methanone CNC1CN(CCC1)C=O